(R)-4-(4-bromo-5-methoxy-2-nitrophenyl)-3-(hydroxymethyl)piperazine-1-carboxylic acid tert-butyl ester C(C)(C)(C)OC(=O)N1C[C@@H](N(CC1)C1=C(C=C(C(=C1)OC)Br)[N+](=O)[O-])CO